C(C)OC(=O)C1NC2=C(CC1)SC(=N2)NC(=O)NC2=NC(=CC=C2)C2=NN=CN2C(C)C 2-(3-(6-(4-isopropyl-4H-1,2,4-triazol-3-yl)pyridin-2-yl)ureido)-6,7-dihydrothiazolo[5,4]pyridine-5(4H)-carboxylic acid ethyl ester